4-(2-methyl-1-(((trans-4-(trifluoromethyl)cyclohexyl)methyl)amino)propyl)benzamide CC(C(NC[C@@H]1CC[C@H](CC1)C(F)(F)F)C1=CC=C(C(=O)N)C=C1)C